COC(=O)C=1C=2N(C=CC1Cl)N=C(N2)N(C(=O)OC(C)(C)C)C(=O)OC(C)(C)C.C(CCCCCCCCCCCCCCC)CO[Si](OC)(OC)O[SiH3] hexadecyl-siloxytrimethoxysilane methyl-2-(bis(tert-butoxycarbonyl)amino)-7-chloro-[1,2,4]triazolo[1,5-a]pyridine-8-carboxylate